CSC1=NC=CC(=N1)C1=CC=2C(N=C1C1=CC(=CC=C1)C(F)(F)F)=NN(C2)CCC [5-(2-methylsulfanylpyrimidin-4-yl)-6-(3-trifluoromethylphenyl)pyrazolo[3,4-b]pyridin-2-yl]propan